1,3-dihydroindolo[2,3-c]carbazole C1C=2C(=CCC1)N=C1C=CC=3NC=4C=CC=CC4C3C12